C(C)C=1CC2=C(C3=CC=C(C=C3C(=C2CC1)OC(C)=O)C)OC(C=C)=O 2-ethyl-6-methyl-9-acryloyloxy-10-acetoxy-1,4-dihydroanthracene